(+)-(4aR,8aS)-6-[3-[4-(4-Chlorophenoxy)phenyl]azetidine-1-carbonyl]-4,4a,5,7,8,8a-hexahydropyrido[4,3-b][1,4]oxazin-3-one ClC1=CC=C(OC2=CC=C(C=C2)C2CN(C2)C(=O)N2C[C@@H]3[C@@H](OCC(N3)=O)CC2)C=C1